1-(4-(4-amino-3-(4-phenoxyphenyl)-1H-pyrazolo(3,4-d)pyrimidin-1-yl)piperidine-1-carbonyl)piperidin NC1=C2C(=NC=N1)N(N=C2C2=CC=C(C=C2)OC2=CC=CC=C2)C2CCN(CC2)C(=O)N2CCCCC2